2-amino-5-(2-chlorophenyl)-4-oxo-4,5-dihydrofuran-3-yl-5-d phenylmethanesulfonate C1(=CC=CC=C1)CS(=O)(=O)OC1=C(OC(C1=O)([2H])C1=C(C=CC=C1)Cl)N